CC(C=O)(C(C=C)(C)C)C1=CC=CC=C1 2,3,3-trimethyl-2-phenyl-pent-4-enal